CN(C)C12C3CC=CC3C(CC1)C2 N,N-dimethylaminotricyclo[5.2.1.02,6]dec-4-ene